ClC=1C(=NC(=NC1)NC=1C=C(C=NC1)N1C(C2(CC1)CCNCC2)=O)N2C[C@H](CCC2)C(F)(F)F (S)-2-(5-((5-chloro-4-(3-(trifluoromethyl)piperidin-1-yl)pyrimidin-2-yl)amino)pyridin-3-yl)-2,8-diazaspiro[4.5]decan-1-one